(P)-7-Amino-8-(3-hydroxy-2-methylphenyl)-3-(trifluoromethyl)quinoxaline-6-carboxamide NC1=C(C=C2N=C(C=NC2=C1C1=C(C(=CC=C1)O)C)C(F)(F)F)C(=O)N